C(=O)C=1N=C2N(CCC(C2)NC(OC(C)(C)C)=O)C1 tert-butyl (2-formyl-5,6,7,8-tetrahydroimidazo[1,2-a]pyridin-7-yl)carbamate